C[C@](CC1=CC(=C(C=C1)O)O)(C(=O)O)NN.O The molecule is the hydrate of 3-(3,4-dihydroxyphenyl)propanoic acid in which the hydrogens alpha- to the carboxyl group are substituted by hydrazinyl and methyl groups (S-configuration). Carbidopa is a dopa decarboxylase inhibitor, so prevents conversion of levodopa to dopamine. It has no antiparkinson activity by itself, but is used in the management of Parkinson's disease to reduce peripheral adverse effects of levodopa. It has a role as an EC 4.1.1.28 (aromatic-L-amino-acid decarboxylase) inhibitor, an antiparkinson drug, a dopaminergic agent and an antidyskinesia agent. It is a member of hydrazines, a hydrate, a monocarboxylic acid and a member of catechols. It contains a carbidopa (anhydrous).